tert-Butyl 3-(4-bromo-2,6-difluorophenyl)-3,8-diazabicyclo[3.2.1]octane-8-carboxylate BrC1=CC(=C(C(=C1)F)N1CC2CCC(C1)N2C(=O)OC(C)(C)C)F